NC1=NC=NN2C1=C(C=C2C=2C=C(C(=C(C(=O)N[C@@H]1CN(C[C@@H]1F)C(C(CC)(C(F)(F)F)O)=O)C2)F)F)C(F)(F)F 5-[4-amino-5-(trifluoromethyl)pyrrolo-[2,1-f][1,2,4]triazin-7-yl]-2,3-difluoro-N-[(3R,4S)-4-fluoro-1-[2-hydroxy-2-(trifluoromethyl)butanoyl]pyrrolidin-3-yl]benzamide